(±)-(R*,R*)-beta-((4-chlorophenyl)methyl)-alpha-(1,1-dimethylethyl)-1H-1,2,4-triazole-1-ethanol ClC1=CC=C(C=C1)C[C@H]([C@H](O)C(C)(C)C)N1N=CN=C1 |r|